C(C)(C)OC(CC)(OC=1C=C(C=C)C=CC1)C m-(1-isopropoxy-methylpropoxy)styrene